N1=C(N=C2SCCCN21)N[C@@H]2C[C@H](CC2)NC=2C(=NC=CN2)C=2C=CC(NC2)=O 5-[[[(1S,3S)-3-(6,7-dihydro-5H-[1,2,4]triazolo[5,1-b][1,3]thiazin-2-ylamino)cyclopentyl]amino]pyrazin-2-yl]pyridin-2-one